alpha-bromostearic acid BrC(C(=O)O)CCCCCCCCCCCCCCCC